The molecule is a hexaric acid derivative that is adipic acid substituted at position 2 by an oxo group and at positions 4 and 5 by hydroxy groups (the D-threo-stereoisomer). It is a conjugate acid of a 3-deoxy-D-threo-hex-2-ulosarate(2-). C([C@H]([C@@H](C(=O)O)O)O)C(=O)C(=O)O